2'-[oxybis(methylene)]bis-2-propenoic acid O(CC=CC(=O)O)CC=CC(=O)O